C(CCCCCCCCCCCCCCCCC)(=O)[O-].[Zn+2].C(CCCCCCCCCCCCCCCCC)(=O)[O-] Zinc stearate salt